(E)-3-phenyl-1-(4-(trifluoromethyl)phenyl)prop-2-en-1-one C1(=CC=CC=C1)/C=C/C(=O)C1=CC=C(C=C1)C(F)(F)F